CN1CCCC1=O N-methyl-pyrrolidinone